FC=1C=2CCCC2C(=C2CCCC12)NC(=O)NS(=O)(=NC(C1=CC=CC=C1)(C1=CC=CC=C1)C1=CC=CC=C1)C=1C=NN2C1O[C@@H](C2)COC (S)-N-((8-fluoro-1,2,3,5,6,7-hexahydro-s-indacen-4-yl)carbamoyl)-2-(methoxymethyl)-N'-trityl-2,3-dihydropyrazolo[5,1-b]oxazole-7-sulfonimidamide